FC1=CC(=C(C=C1)C1=NC(=NC=C1)C(=O)N[C@@H]1C(N(C2=C(OC1)C=C(C=N2)F)C)=O)C (S)-4-(4-fluoro-2-methylphenyl)-N-(8-fluoro-5-methyl-4-oxo-2,3,4,5-tetrahydropyrido[3,2-b]-[1,4]oxazepin-3-yl)pyrimidine-2-carboxamide